N[C@@H](C(=O)N[C@H](C(=O)NC)[C@H](CC)C)CC1=CNC2=NC=CC=C21 (2S,3S)-2-[(2R)-2-amino-3-{1H-pyrrolo[2,3-b]pyridin-3-yl}propanamido]-N,3-dimethylpentanamide